2-(2-methyl-1-p-benzenesulfonyl-1H-pyrrolo[2,3-c]pyridin-3-yl)ethan-1-amine CC1=C(C=2C(=CN=CC2)N1S(=O)(=O)C1=CC=CC=C1)CCN